1-BOC-4-(4-aminophenyl)piperidine C(=O)(OC(C)(C)C)N1CCC(CC1)C1=CC=C(C=C1)N